C(C=C)(=O)CCC acryloylpropan